C(C1=CC=CC=C1)OCCOC=1C=CC(=C(C(=O)OC)C1)F methyl 5-(2-(benzyloxy)ethoxy)-2-fluorobenzoate